CC(=O)N(CCC[C@@H](C(=O)N[C@@H](CCCN(C(=O)C)O)C(=O)N[C@@H](CCCN(C(=O)C)O)C(=O)N[C@@H](CO)C(=O)N[C@H]([C@@H]([C@@H]1[C@@H]([C@H]([C@@H](S1)N2C=CC(=N)N(C2=O)C)O)O)O)C(=O)O)N)O.[Fe] The molecule is an iron(III) hydroxamate in which desferrialbomycin epsilon(3-) is complexed to iron(III). It has a role as an antibacterial agent, an antimicrobial agent and a bacterial metabolite.